5-chloro-4-(trifluoromethyl)benzoic acid ClC=1C(=CC=C(C(=O)O)C1)C(F)(F)F